C1(=CC=CC=C1)C1=CC(=C(C=C1C1=CC=CC=C1)C1=CC=CC=C1)C1=CC=CC=C1 2,3,5,6-tetraphenylbenzene